F[C@H]1C[C@H](N(C1)C)COC1=NC=2C[C@@H](CCC2C(=N1)N1[C@H](CN(CC1)CC=C)C)C1=CC(=CC2=CC=CC=C12)O 1-[(3S)-4-[(7R)-2-[[(2S,4S)-4-fluoro-1-methyl-pyrrolidin-2-yl]methoxy]-7-(3-hydroxy-1-naphthyl)-5,6,7,8-tetrahydroquinazolin-4-yl]-3-methyl-piperazin-1-yl]prop-2-en